ClC=1C(=NC=C(C1)C(F)(F)F)COC=1N=CC2=CC(=CC(=C2C1)C(=O)N1CCCCC1)C(=O)N1CCC(CC1)(C#N)C1=NC=CC=C1 1-(3-((3-chloro-5-(trifluoromethyl)pyridin-2-yl)methoxy)-5-(piperidine-1-carbonyl)isoquinoline-7-carbonyl)-4-(pyridin-2-yl)piperidine-4-carbonitrile